2,2'-(1-(4-(methylsulfonyl)morpholin-2-yl)propane-1,2-diyl)bis(N-ethylhydrazine-1-thiocarboxamide) CS(=O)(=O)N1CC(OCC1)C(C(C)NNC(NCC)=S)NNC(NCC)=S